N-(2-bromo-4-(perfluoropropan-2-yl)-6-(trifluoromethyl)phenyl)-2-fluoro-3-(((cyclopropanecarbonyl)oxy)(4-fluorobenzoyl)amino)thiobenzamide BrC1=C(C(=CC(=C1)C(C(F)(F)F)(C(F)(F)F)F)C(F)(F)F)NC(C1=C(C(=CC=C1)N(C(C1=CC=C(C=C1)F)=O)OC(=O)C1CC1)F)=S